FC1=C(C=C(C=C1)OC)C1(CCC1)NCC(=O)N1CC2CCC(C1)N2C2=NC=C(C#N)C=C2 6-(3-((1-(2-fluoro-5-methoxyphenyl)cyclobutyl)glycyl)-3,8-diazabicyclo[3.2.1]octan-8-yl)nicotinonitrile